(3-methylsulfonylazetidin-1-yl)-[6-[4-[(3R)-3-[(2,5,7-trimethyl-[1,2,4]triazolo[1,5-a]pyrimidin-6-yl)oxy]pyrrolidin-1-yl]phenyl]pyridazin-3-yl]methanone CS(=O)(=O)C1CN(C1)C(=O)C=1N=NC(=CC1)C1=CC=C(C=C1)N1C[C@@H](CC1)OC=1C(=NC=2N(C1C)N=C(N2)C)C